(1R,3S)-3-(5-amino-2H-pyrazol-3-yl)cyclopentyl (2S)-2-methylpyrrolidine-1-carboxylate C[C@@H]1N(CCC1)C(=O)O[C@H]1C[C@H](CC1)C=1NN=C(C1)N